4-(1H-imidazol-1-yl)-N-(2-isopropyltetrahydro-2H-pyran-4-yl)picolinamide N1(C=NC=C1)C1=CC(=NC=C1)C(=O)NC1CC(OCC1)C(C)C